2-(Naphthalen-1-yl)propan-2-ol C1(=CC=CC2=CC=CC=C12)C(C)(C)O